pyrimidin-2,4,5,6-tetraamine N1=C(N=C(C(=C1N)N)N)N